O1CCN(CC1)C1=CC(=NC=2N1N=C(C2)C=2C=NC(=NC2)N)N2N=C(C=C2)C2=CC=CC=C2 5-[7-morpholino-5-(3-phenylpyrazol-1-yl)pyrazolo[1,5-a]pyrimidin-2-yl]pyrimidin-2-amine